(4R)-N-((1H-indol-2-yl)methyl)-1-((4-bromo-1,3-dimethyl-1H-pyrazol-5-yl)methyl)-3,4-dimethyl-2-oxo-1,2,3,4-tetrahydroquinoline-7-carboxamide N1C(=CC2=CC=CC=C12)CNC(=O)C1=CC=C2[C@@H](C(C(N(C2=C1)CC1=C(C(=NN1C)C)Br)=O)C)C